4-((5-formylpyridin-2-yl)thio)piperidine-1-carboxylic acid tert-butyl ester C(C)(C)(C)OC(=O)N1CCC(CC1)SC1=NC=C(C=C1)C=O